C1=CC=CC=2C3=CC=CC=C3C(C12)COC(=O)N[C@](C(=O)O)(CCC1=CC(=CC=C1)C(F)(F)F)C (S)-2-((((9H-fluoren-9-yl)methoxy)carbonyl)amino)-2-methyl-4-(3-(trifluoromethyl)phenyl)butanoic acid